CC1=NC(=CC(=N1)NC1=CC(=C(N=N1)C(=O)NOCC)NC1=C(C(=CC=C1)C1=NC=C(C=N1)C)OC)C 6-((2,6-Dimethylpyrimidin-4-yl)amino)-N-ethoxy-4-((2-methoxy-3-(5-methylpyrimidin-2-yl)benzeneyl)amino)pyridazine-3-carboxamide